6-(5,7-dichloro-2,3-dihydrobenzofuran-2-yl)picolinonitrile ClC=1C=C(C2=C(CC(O2)C2=CC=CC(=N2)C#N)C1)Cl